(R)-3-(7-(4-chloro-3-(trifluoromethyl)benzoyl)-6-methyl-2-(methyl-thio)-4-oxo-5,6,7,8-tetrahydropyrido[3,4-d]pyrimidin-3(4H)-yl)-1-ethyl-N-methyl-1H-pyrazole-5-carboxamide ClC1=C(C=C(C(=O)N2CC=3N=C(N(C(C3C[C@H]2C)=O)C2=NN(C(=C2)C(=O)NC)CC)SC)C=C1)C(F)(F)F